2-(5-chlorophenyl)benzofuran ClC=1C=CC=C(C1)C=1OC2=C(C1)C=CC=C2